3-Amino-1-[(3-methoxyphenyl)methyl]-1H-pyrazole-4-carbonitrile NC1=NN(C=C1C#N)CC1=CC(=CC=C1)OC